C1(=CC=CC=C1)C1=C(C2=C([Se]C3=C2C=CC=C3)C=C1)C1=NC=CC=C1 (phenyldibenzoselenophenyl)pyridine